OCC=1C=C(C=CC1OC)N(C(C#C[Si](C(C)C)(C(C)C)C(C)C)=O)C1(CCOCC1)C(=O)N 4-(N-(3-(hydroxymethyl)-4-methoxyphenyl)-3-(triisopropylsilyl)propiolamido)tetrahydro-2H-pyran-4-carboxamide